1-cyclopropyl-6-fluoro-7-(1-acetyl-octahydro-6H-pyrrolo[3,4-b]pyridin-6-yl)-3-(3,4,5-trimethoxycinnamoyl)-8-methoxyquinolin-4(1H)-one C1(CC1)N1C=C(C(C2=CC(=C(C(=C12)OC)N1CC2N(CCCC2C1)C(C)=O)F)=O)C(C=CC1=CC(=C(C(=C1)OC)OC)OC)=O